(S)-N-((R)-1-(4-bromothiophen-2-yl)-2-phenylethyl)-2-methylpropane-2-sulfinamide BrC=1C=C(SC1)[C@@H](CC1=CC=CC=C1)N[S@@](=O)C(C)(C)C